4-amino-3-[6-(2-phenoxyphenyl)pyridine-3-ylazo]naphthalene NC1=C(C=CC2=CC=CC=C12)N=NC=1C=NC(=CC1)C1=C(C=CC=C1)OC1=CC=CC=C1